CN(C(CCCCCCCCC)\C=C\CCCCCCC\C=C/C\C=C/CCCCC)C (11E,20Z,23Z)-N,N-dimethyl-nonacosa-11,20,23-trien-10-amine